6-Chloro-3-((4-hydroxy-1-((R)-4,4,4-trifluoro-3-phenylbutanoyl)piperidin-4-yl)methyl)-7-(3-methyl-4-((3S,6R)-6-methylmorpholin-3-yl)phenyl)-3,7-dihydro-4H-pyrrolo[2,3-d]pyrimidin-4-one ClC1=CC2=C(N=CN(C2=O)CC2(CCN(CC2)C(C[C@@H](C(F)(F)F)C2=CC=CC=C2)=O)O)N1C1=CC(=C(C=C1)[C@@H]1NC[C@H](OC1)C)C